C(C1=CC(O)=C(O)C(O)=C1)(=O)OCCCCCCCC octyl gallate